C(C)N(C(C(O)C)=O)C(C)C N-ethyl-N-isopropyllactamide